N-(5-bromopyrimidin-2-yl)propionamide tert-butyl-(1R,4S,5S)-5-carbamoyl-2-azabicyclo[2.1.1]hexane-2-carboxylate C(C)(C)(C)OC(=O)N1[C@H]2[C@H]([C@@H](C1)C2)C(N)=O.BrC=2C=NC(=NC2)NC(CC)=O